OC[C@]12CCC(C=C1CC[C@H]1[C@@H]3CCC([C@@]3(C)CC[C@H]21)=O)=O 19-hydroxyandrosta-4-en-3,17-dione